C(#N)C=1C=C(C=NC1)NC(=O)C=1C=NN(C1C(F)(F)F)C1=CC=CC2=CC=CC=C12 N-(5-Cyanopyridin-3-yl)-1-(naphthalin-1-yl)-5-(trifluoromethyl)-1H-pyrazol-4-carboxamid